C(C)(CC)C1C(NC2=C(CN1C(=O)N1CC(CC1)C(=O)OC)C=CC=C2)=O methyl 1-(3-(sec-butyl)-2-oxo-2,3,4,5-tetrahydro-1H-benzo[1,4]diazepine-4-carbonyl)pyrrolidine-3-carboxylate